5-diethylaminocarbonyl-bicyclo[2.2.1]hept-2-ene C(C)N(C(=O)C1C2C=CC(C1)C2)CC